Tert-butyl (5S)-5-[[4-[1-(benzenesulfonyl)-6-(3,5-dimethylisoxazol-4-yl)pyrrolo[2,3-b]pyridin-3-yl]-5-(trifluoromethyl)pyrimidin-2-yl]amino]-3,3-dimethyl-piperidine-1-carboxylate C1(=CC=CC=C1)S(=O)(=O)N1C=C(C=2C1=NC(=CC2)C=2C(=NOC2C)C)C2=NC(=NC=C2C(F)(F)F)N[C@H]2CC(CN(C2)C(=O)OC(C)(C)C)(C)C